C(CCCCC)NC(=O)NC=1C=C2C=3CC(CCC3NC2=CC1)N (-)-N-hexyl-N'-(3-amino-1,2,3,4-tetrahydro-9H-carbazol-6-yl)urea